2-(4-methoxyphenoxy)-2-(2-(prop-1-en-2-yl)phenyl)acetic acid-1-methylpyrrolidin-3-yl ester CN1CC(CC1)OC(C(C1=C(C=CC=C1)C(=C)C)OC1=CC=C(C=C1)OC)=O